CC1=NC(=CC(=N1)NC1=NN2C(C=C(C=C2)C2=CC(=NC=C2OC2CCC(CC2)OC2OCCCC2)O)=C1)C 4-(2-((2,6-dimethylpyrimidin-4-yl)amino)pyrazolo[1,5-a]pyridin-5-yl)-5-(((1r,4r)-4-((tetrahydro-2H-pyran-2-yl)oxy)cyclohexyl)oxy)pyridin-2-ol